N-(4-((2-methyl-1,1-dioxidothieno[2,3-g]quinolin-8-yl)amino)pyridin-2-yl)acetamide CC1=CC=2C(=CC=3C(=CC=NC3C2)NC2=CC(=NC=C2)NC(C)=O)S1(=O)=O